dicycloHexyl carbonate C(OC1CCCCC1)(OC1CCCCC1)=O